phenyl-1-(pyrimidin-4-yl-methyl)-1,3-diazaspiro[4.5]decan C1(=CC=CC=C1)C1N(C2(CN1)CCCCC2)CC2=NC=NC=C2